24-(trimethylsilyl)tetracosa-16-enoic acid C[Si](CCCCCCCC=CCCCCCCCCCCCCCCC(=O)O)(C)C